(S)-3-(3-fluoro-4-(2,2,2-trifluoroethoxy)benzyl)-1-(4-fluorobenzyl)-1-((1-methylpyrrolidin-3-yl)methyl)urea FC=1C=C(CNC(N(C[C@@H]2CN(CC2)C)CC2=CC=C(C=C2)F)=O)C=CC1OCC(F)(F)F